FC1C(=CC=C(C1(Cl)C1=C(C=CC=C1)C#CC=1C=C2C(=NC1)NN=C2OC)F)NS(=O)(=O)C 2,4-difluoro-3-(((3-methoxy-1H-pyrazolo[3,4-b]pyridin-5-yl)ethynyl)phenyl)-N-(3-chlorophenyl)methanesulfonamide